C(C)(=O)N1[C@H]([C@@H]([C@H](C2=CC(=CC=C12)N1CCOCC1)NC(OCC1=CC=CC=C1)=O)C)C benzyl ((2S,3R,4R)-1-acetyl-2,3-dimethyl-6-morpholino-1,2,3,4-tetrahydroquinolin-4-yl)carbamate